NC1=C2C(=NC=N1)N(N=C2C2=CC=C(C=C2)OC2=CC=CC=C2)C2CCC(CC2)O (1s,4S)-4-(4-amino-3-(4-phenoxyphenyl)-1H-pyrazolo[3,4-d]pyrimidin-1-yl)cyclohexane-1-ol